di(isopropoxylthiocarbonyl) sulfide O(C(C)C)C(=S)SC(=S)OC(C)C